3-(2-((4-((S)-2-(4-chloro-2-fluorophenyl)-2-methylbenzo[d][1,3]dioxol-4-yl)piperidin-1-yl)methyl)-4-methyl-1-(((S)-oxetan-2-yl)methyl)-1H-imidazol-5-yl)-3-hydroxypropanoic acid ClC1=CC(=C(C=C1)[C@@]1(OC2=C(O1)C=CC=C2C2CCN(CC2)CC=2N(C(=C(N2)C)C(CC(=O)O)O)C[C@H]2OCC2)C)F